1-AMINO-2-METHYLCYCLOPENTANECARBOXYLIC ACID NC1(C(CCC1)C)C(=O)O